N-(4-(4-amino-7-cyano-1-methyl-3-(4-(pyridin-2-yloxy)phenyl)-1H-pyrrolo[3,2-c]pyridin-2-yl)-3-fluorophenyl)methacrylamide NC1=NC=C(C2=C1C(=C(N2C)C2=C(C=C(C=C2)NC(C(=C)C)=O)F)C2=CC=C(C=C2)OC2=NC=CC=C2)C#N